NC=1C=CC(=C2CN(C(C12)=O)CC(C#N)=C)C=1C=CC=2NC3=CC=CC=C3C2C1 2-[[7-amino-4-(9H-carbazol-3-yl)-1-oxo-isoindolin-2-yl]methyl]prop-2-enenitrile